(3'-(dibenzo[c,h]acridin-7-yl)-[1,1'-biphenyl]-4-yl)diphenylphosphine oxide C1=CC=CC=2C=CC=3C(=C4C=CC5=C(C4=NC3C21)C=CC=C5)C=5C=C(C=CC5)C5=CC=C(C=C5)P(C5=CC=CC=C5)(C5=CC=CC=C5)=O